Cl.NC=1C2=C(N=CN2C2=CC(=NC=C2N1)C(=O)O)C 7-amino-5-methyl-2,4,8,11-tetrazatricyclo[7.4.0.02,6]trideca-1(13),3,5,7,9,11-hexaene-12-carboxylic acid hydrochloride